BrC1=C(SC=C1)CCCCCCN 6-(3-bromo-2-thienyl)hexan-1-amine